C1OCCC2=C1C=C(C=C2)NC2=NC=1C=C(C(=C(C1C=N2)N)F)C2=C(C1=C(OCCN1)N=C2)C N~2~-(3,4-dihydro-1H-2-benzopyran-7-yl)-6-fluoro-7-(8-methyl-2,3-dihydro-1H-pyrido[2,3-b][1,4]oxazin-7-yl)quinazoline-2,5-diamine